FC(C=1C=CC=2N(C1)C(=CN2)C2=NC(=NC=C2)N2CC(C(C(C2)C)(F)F)CNS(=O)(=O)C)F N-[[1-[4-[6-(difluoromethyl)imidazo[1,2-a]pyridin-3-yl]pyrimidin-2-yl]-4,4-difluoro-5-methyl-3-piperidinyl]methyl]methanesulfonamide